(1R,2S,5R)-1-amino-5-(2-boronoethyl)-2-(((S)-2-((tert-butoxycarbonyl)amino)-3-(1H-imidazol-4-yl)propanamido)methyl)cyclohexane-1-carboxylic acid N[C@]1([C@@H](CC[C@H](C1)CCB(O)O)CNC([C@H](CC=1N=CNC1)NC(=O)OC(C)(C)C)=O)C(=O)O